CN(C1C[C@H]2CCC[C@@H](C1)N2C)C=2N=NC(=CN2)C2=C1C=NNC1=C(C=C2)N2N=CC=C2 (1R,5S)-N,9-dimethyl-N-[6-(7-pyrazol-1-yl-1H-indazol-4-yl)-1,2,4-triazin-3-yl]-9-azabicyclo[3.3.1]nonan-3-amine